diethyl-(α-phenylethyl)amine C(C)N(C(C)C1=CC=CC=C1)CC